7-(5-(5-(4-(fluoromethyl)-4-hydroxypiperidin-1-yl)-1,3,4-thiadiazol-2-yl)-4-(isopropylamino)pyridin-2-yl)pyrrolo[1,2-b]pyridazine-3-carbonitrile FCC1(CCN(CC1)C1=NN=C(S1)C=1C(=CC(=NC1)C1=CC=C2N1N=CC(=C2)C#N)NC(C)C)O